NC1=NC(=CC(=N1)N1CCC2(C[C@H](NC2)C(=O)O)CC1)O[C@@H](C(F)(F)F)C1=C(C=C(C=C1)Cl)C1=CC(=CC=C1)CO (S)-8-(2-amino-6-((R)-1-(5-chloro-3'-(hydroxymethyl)-[1,1'-biphenyl]-2-yl)-2,2,2-trifluoroethoxy)pyrimidin-4-yl)-2,8-diazaspiro[4.5]decane-3-carboxylic acid